ClCCOCCOCCOCCCl bis-[2-(2-chloroethoxy)-ethyl]ether